tert-butyl (2S,4S)-4-(9H-fluoren-9-ylmethoxycarbonylamino)-2-[[(1R)-tetralin-1-yl]carbamoyl]pyrrolidine-1-carboxylate C1=CC=CC=2C3=CC=CC=C3C(C12)COC(=O)N[C@H]1C[C@H](N(C1)C(=O)OC(C)(C)C)C(N[C@@H]1CCCC2=CC=CC=C12)=O